COC1=C(C=CC=C1)NC(=O)C12C(C(=NO1)C=1C=NC=CC1)C1CCC2C1 N-(2-Methoxyphenyl)-3-(pyridin-3-yl)-3a,4,5,6,7,7a-hexahydro-4,7-methanobenzo[d]isoxazole-7a-carboxamide